C(C1=CC=CC=C1)C1(CC(=NO1)COCC1=CC=CC=C1)C(=O)N[C@@H](CC1=CC=CC=C1)B1O[C@@]2([C@H](O1)C[C@H]1C([C@@H]2C1)(C)C)C 5-benzyl-3-((benzyloxy)methyl)-N-((R)-2-phenyl-1-((3aS,4S,6S,7aR)-3a,5,5-trimethylhexahydro-4,6-methanobenzo[d][1,3,2]dioxaborol-2-yl)ethyl)-4,5-dihydroisoxazol-5-carboxamide